6-aminomethylpyridine-2-carboxylic acid ethyl ester hydrochloride Cl.C(C)OC(=O)C1=NC(=CC=C1)CN